Chloroformic acid cholesteryl ester CN(C)CC(=O)OC